2-tert-butyl-6-[1-(2-fluoro-6-methyl-phenyl)-piperidin-4-yl]-4-(2-trifluoromethyl-benzyl)-2,4,6,7-tetrahydro-pyrazolo[4,3-d]pyrimidin-5-one C(C)(C)(C)N1N=C2C(N(C(N(C2)C2CCN(CC2)C2=C(C=CC=C2C)F)=O)CC2=C(C=CC=C2)C(F)(F)F)=C1